C(=O)O.C(C)OCCN1N=C(C(=C1)NC(=O)C=1OC(=CC1)C=1C(=NNC1)C)C1=NC=CC=C1 N-(1-(2-ethoxyethyl)-3-(pyridin-2-yl)-1H-pyrazol-4-yl)-5-(3-methyl-1H-pyrazol-4-yl)furan-2-carboxamide formate